nickel-cobalt-manganese-zirconium salt [Zr].[Mn].[Co].[Ni]